(2S,4R)-3-chloro-2-fluorobenzyl 1-(2-(3-acetyl-5-(2-methylpyrimidin-5-yl)-1H-indazol-1-yl)acetyl)-4-fluoropyrrolidine-2-carboxylate C(C)(=O)C1=NN(C2=CC=C(C=C12)C=1C=NC(=NC1)C)CC(=O)N1[C@@H](C[C@H](C1)F)C(=O)OCC1=C(C(=CC=C1)Cl)F